6-(2,6-dichlorophenyl)-2-{[3-methyl-4-(piperazin-1-yl)phenyl]amino}imidazo[1,2-a]pyrimido[5,4-e]pyrimidin-5(6H)-one ClC1=C(C(=CC=C1)Cl)N1C=2N(C3=C(C1=O)C=NC(=N3)NC3=CC(=C(C=C3)N3CCNCC3)C)C=CN2